C1(=CC=C(C=C1)C[C@H](NC(C(C(=O)NCCC1=CC(=CC=C1)OC)C)=O)OB(O)O)C1=CC=CC=C1 ((1R)-2-([1,1'-biphenyl]-4-yl)-1-(3-((3-methoxyphenylethyl)amino)-2-methyl-3-oxopropionamido)ethyl)boric acid